3-ethyl-3-methyl-4-acetylamino-4-azaphthalide C(C)C1(OC(=O)C2=CC=CN(C12)NC(C)=O)C